5,7-dihydroxy-8-{[4-(2-hydroxyethyl)piperazin-1-yl]methyl}-3-(4-methoxyphenyl)-4H-chromen-4-one OC1=C2C(C(=COC2=C(C(=C1)O)CN1CCN(CC1)CCO)C1=CC=C(C=C1)OC)=O